(3-chlorophenyl)-N-cyclohexyl-1H-pyrrolo[2,3-b]Pyridin-4-amine ClC=1C=C(C=CC1)N1C=CC2=C1N=CC=C2NC2CCCCC2